BrC1=C2C=CN=CC2=CC=C1 5-bromoisoquinoline